tert-butyl 5-amino-1,3-dihydrospiro[indene-2,3'-pyrrolidine]-1'-carboxylate NC=1C=C2CC3(CN(CC3)C(=O)OC(C)(C)C)CC2=CC1